3-bromobenzyl (Z)-3-amino-3-cyclopropylacrylate N\C(=C/C(=O)OCC1=CC(=CC=C1)Br)\C1CC1